sodium hydrogen telluride [TeH2].[Na]